FC(C=1C(=C(C=CC1)[C@@H](C)NC1=C(C(=NC(=N1)C)CC(=O)NN1CCCCC1)C1OCCO1)F)F (R)-2-(6-((1-(3-(difluoromethyl)-2-fluorophenyl)ethyl)amino)-5-(1,3-dioxolan-2-yl)-2-methylpyrimidin-4-yl)-N-(piperidin-1-yl)acetamide